Cl.N[C@@H](CS)C(=O)O cysteine, hydrochloride